N=1ON=C2C1C=CC(=C2)COCC(=O)O[C@H]2[C@H](N(C[C@@H]2OC(=O)OC(C)(C)C)C(=O)OC(C)(C)C)CC2=CC=C(C=C2)OC tert-butyl (2R,3S,4S)-3-{[2-(2,1,3-benzoxadiazol-5-ylmethoxy) acetyl]oxy}-4-[(tert-butoxycarbonyl)oxy]-2-[(4-methoxyphenyl)methyl]pyrrolidine-1-carboxylate